C(C)N(C=1C=CC=2C3(C4=CC=C(C=C4OC2C1)N(CC)CC)OC(C(=C3C)C)=O)CC 3',6'-bis(diethylamino)-3,4-dimethyl-5H-spiro[furan-2,9'-xanthen]-5-one